COC=1C(=CC=C2C(=CC=NC12)CN1CCCCC1)[N+](=O)[O-] 8-methoxy-7-nitro-4-(piperidin-1-ylmethyl)quinoline